N-[[6-(2-methylpyrazole-3-carbonyl)-6-azaspiro[2.5]octan-2-yl]methyl]furo[2,3-c]pyridine-2-carboxamide CN1N=CC=C1C(=O)N1CCC2(C(C2)CNC(=O)C2=CC=3C(=CN=CC3)O2)CC1